CS(=O)(=O)C=1C=C2C=CN=CC2=CC1 6-(methylsulfonyl)isoquinoline